N-(4-(8-cyclobutyl-2-(((3S,5S)-5-fluoropiperidin-3-yl)amino)-7-oxo-7,8-dihydropyrido[2,3-d]pyrimidin-6-yl)-2,3,6-trifluorophenyl)-1-phenylmethanesulfonamide C1(CCC1)N1C(C(=CC2=C1N=C(N=C2)N[C@@H]2CNC[C@H](C2)F)C2=C(C(=C(C(=C2)F)NS(=O)(=O)CC2=CC=CC=C2)F)F)=O